BrC=1C=C(C=2N(C1)C=C(N2)C(=O)N2C[C@H]([C@@]1(CC2)NCC2=CC=CC=C2C1)O)[C@H](C)OC (6-bromo-8-((S)-1-methoxyethyl)imidazo[1,2-a]pyridin-2-yl)((3R,3'R)-3'-hydroxy-1,4-dihydro-2H-spiro[isoquinoline-3,4'-piperidin]-1'-yl)methanone